N-[(3,5-difluoropyridin-2-yl)methyl]-5-ethyl-2-[(3R)-3-methyl-[1,4'-bipiperidin]-1'-yl]-1,3-thiazole-4-carboxamide FC=1C(=NC=C(C1)F)CNC(=O)C=1N=C(SC1CC)N1CCC(CC1)N1C[C@@H](CCC1)C